C(C)C=1N=C(SC1)C(CC1=CC=C(C=C1)[N+](=O)[O-])NC(CC1=CC=CC=C1)=O N-[1-(4-ethylthiazol-2-yl)-2-(4-nitrophenyl)ethyl]-2-phenyl-acetamide